benzyl (R)-2-(benzyloxy)-4-(N-(4-(3,6-dihydro-2H-pyran-4-yl)benzyl)-1-((perfluorophenyl)sulfonyl)azetidine-2-carboxamido)-5-fluorobenzoate C(C1=CC=CC=C1)OC1=C(C(=O)OCC2=CC=CC=C2)C=C(C(=C1)N(C(=O)[C@@H]1N(CC1)S(=O)(=O)C1=C(C(=C(C(=C1F)F)F)F)F)CC1=CC=C(C=C1)C=1CCOCC1)F